2,3,3-trimethyl-1-propyl-3H-indole iodide salt [I-].CC1N(C2=CC=CC=C2C1(C)C)CCC